C(C)(C)(C)OC(=O)N(CCC1=NC(=CC=C1[N+](=O)[O-])OC)CC1=C(C=CC(=C1)Cl)NC1=C(C(=O)OC)C=C(C(=C1)C(F)(F)F)F methyl 2-((2-(((tert-butoxycarbonyl)(2-(6-methoxy-3-nitropyridin-2-yl)ethyl)amino)methyl)-4-chlorophenyl)amino)-5-fluoro-4-(trifluoromethyl)benzoate